C(C)(C)(C)OC(NCC1=C(C=CC2=C1CCO2)F)=O ((5-fluoro-2,3-dihydrobenzofuran-4-yl)methyl)carbamic acid tert-butyl ester